1-(1-(2-(1H-1,2,4-triazol-1-yl)ethoxy)-3-phenyl-9H-pyrido[3,4-b]indol-9-yl)ethanone N1(N=CN=C1)CCOC1=NC(=CC2=C1N(C1=CC=CC=C21)C(C)=O)C2=CC=CC=C2